(methylthio)pyridin-3-ol CSC1=NC=CC=C1O